ClC=1C=C(C(=O)N2CC=3C(=NN4C3C(N(C[C@H]4CO)CC4=CC=C(C=C4)OC(F)F)=O)C[C@H]2C)C=CC1C(F)(F)F (3R,7S)-2-(3-chloro-4-(trifluoromethyl)benzoyl)-9-(4-(difluoromethoxy)benzyl)-7-(hydroxymethyl)-3-methyl-1,2,3,4,8,9-hexahydropyrido[4',3':3,4]pyrazolo[1,5-a]pyrazin-10(7H)-one